ClC=1N=C(C2=C(N1)N(C=C2C2=C(C1=CN(N=C1C=C2)C)Cl)COCC[Si](C)(C)C)OCC2=CC=C(C=C2)OC 2-chloro-5-(4-chloro-2-methyl-2H-indazol-5-yl)-4-((4-methoxybenzyl)oxy)-7-((2-(trimethylsilyl)ethoxy)methyl)-7H-pyrrolo[2,3-d]pyrimidine